C(C)(C)(C)C1=CC(=C(C(=C1)C(C)C)N1C(=NC2=C1C=CC=C2)C2=CC=CC1=C2OC2=C1C=CC(=C2)C2=CC=CC=C2)C(C)C 1-(4-(tert-butyl)-2,6-diisopropylphenyl)-2-(7-phenyldibenzo[b,d]furan-4-yl)-1H-benzo[d]imidazole